C(C)OC(=O)C1=NN(C(=C1)C)C1=CC=C(C=C1)CO 1-(4-(hydroxymethyl)phenyl)-5-methyl-1H-pyrazole-3-carboxylic acid ethyl ester